trans-4-[(3,5-difluorobenzyl)oxy]-N-[2-fluoro-3-(4-methyl-6-oxo-1,6-dihydropyrimidin-2-yl)-4-(trifluoromethyl)benzyl]cyclohexane-1-carboxamide FC=1C=C(CO[C@@H]2CC[C@H](CC2)C(=O)NCC2=C(C(=C(C=C2)C(F)(F)F)C=2NC(C=C(N2)C)=O)F)C=C(C1)F